((1-(4-(tert-butyl)phenyl)-2-(trifluoromethoxy)vinyl)oxy)triisopropylsilane C(C)(C)(C)C1=CC=C(C=C1)C(=COC(F)(F)F)O[Si](C(C)C)(C(C)C)C(C)C